CSCC(CC\C=C\CCCCCC)CC (E)-2-((methylthio)methyl)butyl-2-nonene